C(C)(C)NC(OC([C@H](C[C@H]1C(NCC1)=O)NC([C@H](CC(C)C)NC(=O)C=1NC2=CC=CC(=C2C1)OC)=O)C#N)=O (2S)-1-cyano-2-((S)-2-(4-methoxy-1H-indole-2-carboxamido)-4-methylpentanamido)-3-((S)-2-oxopyrrolidin-3-yl)propyl isopropylcarbamate